2-methyl-pyrazolo[1,5-a]pyridine-7-carboxylic acid CC1=NN2C(C=CC=C2C(=O)O)=C1